2(S)-acetoxypropionyl chloride C(C)(=O)O[C@H](C(=O)Cl)C